Methyl (1R,2R,3aS,10aR)-1-formyl-2-methoxy-5-methyl-2,3,3a,9,10,10a-hexahydro-1H-benzo[b]cyclopenta[f]oxepin-6-carboxylate C(=O)[C@H]1[C@@H](C[C@H]2[C@@H]1CCC1=C(O2)C(=C(C=C1)C(=O)OC)C)OC